C(C)C1NC2=C(OCC1)C(=NC(=N2)N)N2CC(C2)NC 8-ethyl-4-[3-(methylamino)azetidin-1-yl]-6,7,8,9-tetrahydropyrimido[5,4-b][1,4]oxazepin-2-amine